ethyl 8-bromo-2,4-dimethyl-4H-chromene-3-carboxylate BrC=1C=CC=C2C(C(=C(OC12)C)C(=O)OCC)C